ClC1=C(C=O)C(=CC=N1)C1=CN(C(C(=C1)NC1=NC=C(C=C1)N1[C@H](CN(CC1)C1COC1)C)=O)C (S)-2-Chloro-4-(1-methyl-5-(5-(2-methyl-4-(oxetan-3-yl)piperazin-1-yl)pyridin-2-ylamino)-6-oxo-1,6-dihydropyridin-3-yl)nicotinaldehyde